4-Bromo-3-methyl-1-(2,2,2-trifluoroethyl)pyrazole BrC=1C(=NN(C1)CC(F)(F)F)C